ClC1=C(C(=O)N2COC3=C(C2)C=CC=C3C3=CC(=C(C(=O)O)C=C3F)N3C2COCC3CC2)C(=CC(=C1)N1CCN(CC1)CC)Cl 4-[3-[2,6-Dichloro-4-(4-ethylpiperazin-1-yl)benzoyl]-2,4-dihydro-1,3-benzoxazin-8-yl]-5-fluoro-2-(3-oxa-8-azabicyclo[3.2.1]oct-8-yl)benzoic acid